C1=CC=C(C(=C1)CNC(=O)CNCC(C2=CC=CC=C2Cl)O)F The molecule is a secondary carboxamide that is 2-amino-1-(2-chlorophenyl)ethanol in which one of the amino hydrogens is substituted by a 2-[(2-fluorobenzyl)amino]-2-oxoethyl group. It is a monofluorobenzene, a member of monochlorobenzenes, a secondary alcohol, a secondary carboxamide and a secondary amino compound.